N-[(2S,3R)-2-[(3'-chloro-2,2'-difluoro[1,1'-biphenyl]-3-yl)methyl]-4,4-difluoro-1-(oxetane-2-carbonyl)pyrrolidin-3-yl]-methanesulfonamide ClC=1C(=C(C=CC1)C1=C(C(=CC=C1)C[C@@H]1N(CC([C@@H]1NS(=O)(=O)C)(F)F)C(=O)C1OCC1)F)F